(S*)-(8-fluoro-10,11-dihydrobenzo[6,7]oxepino[3,2-b]pyridin-10-yl)methanamine FC=1C=CC2=C([C@H](CC3=NC=CC=C3O2)CN)C1 |o1:6|